OC(CN1C(NCC1)=O)C 1-(2-hydroxypropyl)-2-imidazolidinone